ClC1=C(SC(=C1)C=1OC(=CC1)[Sn](C)(C)C)C=O 3-chloro-5-[5-(trimethylstannyl)furan-2-yl]thiophene-2-carbaldehyde